6-methyl-indolin CC1=CC=C2CCNC2=C1